C(CCCCCCCCCCCCCCC(=O)N)CCCCCCCCCCCCCC(=O)N ethylenebis-myristamide